BrC=1C=C2C=CC(=NC2=CC1)C1C(CCC1)=O 2-(6-Bromoquinolin-2-yl)cyclopentan-1-one